(1S,2S)-N-(8-Chloro-6-(4-methoxypyridin-3-yl)cinnolin-3-yl)-2-fluorocyclopropanecarboxamide ClC=1C=C(C=C2C=C(N=NC12)NC(=O)[C@H]1[C@H](C1)F)C=1C=NC=CC1OC